ClC=1C(=NC(=NC1)NC1=CC2=C(B(OC2)O)C(=C1)Cl)N[C@H]1[C@@H](CCCC1)C#N (trans)-2-((5-chloro-2-((7-chloro-1-hydroxy-1,3-dihydrobenzo[c][1,2]oxaborol-5-yl)amino)pyrimidin-4-yl)amino)cyclohexane-1-carbonitrile